C(C)S(=O)(=O)C=1C=CC(=NC1)CNC(=O)C=1C=C2C(=NC1)[C@@H](N(C2)C(=O)OC(C)(C)C)C(C)C Tert-butyl (S)-3-(((5-(ethylsulfonyl)pyridin-2-yl)methyl)carbamoyl)-7-isopropyl-5,7-dihydro-6H-pyrrolo[3,4-b]pyridine-6-carboxylate